dimethyl (S)-7-bromo-3,4-dihydroisoquinoline-2,3(1H)-dicarboxylate BrC1=CC=C2C[C@H](N(CC2=C1)C(=O)OC)C(=O)OC